CC1=CN=C(N1)C1=NC=CC(=C1)C=1C=NC=C(C1)S(=O)(=O)C 2'-(5-Methyl-1H-imidazol-2-yl)-5-(methylsulfonyl)-3,4'-bipyridin